5-(furan-2-yl)-1,6-dimethyl-4-oxopyridine-3-carboxamide O1C(=CC=C1)C=1C(C(=CN(C1C)C)C(=O)N)=O